BrC1=CC(=CC(=N1)C(=O)NC)NC(=O)C1CCN(CC1)C 6-bromo-N-methyl-4-[(1-methylpiperidine-4-carbonyl)amino]pyridine-2-carboxamide